C/C(=C/CO)/CCC=C(C)C (2Z)-3,7-dimethyl-2,6-octadien-1-ol